C(C)(C)C1=CC=C(N(C)C2=CC=C(C=N2)C2CN(C2)C(CC[C@H]2NC(OC2)=O)=O)C=C1 (4R)-4-[3-[3-[6-(4-isopropyl-N-methyl-anilino)-3-pyridinyl]azetidin-1-yl]-3-oxo-propyl]oxazolidin-2-one